ClC=1C=NN(C1CC1N(C(C2=CC=C(C=C12)N1CC(C1)N(C)C)=O)CC1CC2(C1)OC(NC2)=O)C 2-((3-((4-chloro-1-methyl-1H-pyrazol-5-yl)methyl)-5-(3-(dimethylamino)azetidin-1-yl)-1-oxoisoindolin-2-yl)methyl)-5-oxa-7-azaspiro[3.4]octan-6-one